N[C@H](C(=O)N[C@@H](CC1C(NCC1)=O)C(N)=O)CC(C)C (2S)-2-amino-N-[(1S)-1-carbamoyl-2-(2-oxopyrrolidin-3-yl)ethyl]-4-methylpentanamide